ClC1=C(C=CC=C1)NC=1C=C2C(=NC1)N(N=C2)C=2C=C(SC2C)C(=O)NC 4-(5-((2-chlorophenyl)amino)-1H-pyrazolo[3,4-b]pyridin-1-yl)-N,5-dimethylthiophene-2-carboxamide